BrC=1C=CC(=C(C1)C(CC)=O)O[C@@H](CF)CO (R)-1-(5-bromo-2-(1-fluoro-3-hydroxy-propan-2-yloxy)phenyl)propan-1-one